ClC(CCNC(OCC1C2=CC=CC=C2C=2C=CC=CC12)=O)=O 9H-fluoren-9-ylmethyl N-(3-chloro-3-oxopropyl)carbamate